N1=C(N=CC=C1)N1CCC(CC1)NC(C1=CC=C(C=C1)C1=NC=CC2=C1C=CN2)=O N-[1-(pyrimidin-2-yl)piperidin-4-yl]-4-(1H-pyrrolo[3,2-c]pyridin-4-yl)benzamide